4-(7-methylimidazo[1,2-a]pyridin-3-yl)-7-[(5-morpholino-2-pyridyl)amino]isoindolin-1-one CC1=CC=2N(C=C1)C(=CN2)C2=C1CNC(C1=C(C=C2)NC2=NC=C(C=C2)N2CCOCC2)=O